NC1=NN2C(C=CC(=C2)C=2C(=C(OCCC(C(C)(O)C3=CC=C(C=C3)F)(F)F)C(=CC2)F)F)=N1 5-(3-(2-amino-[1,2,4]triazolo[1,5-a]pyridin-6-yl)-2,6-difluorophenoxy)-3,3-difluoro-2-(4-fluorophenyl)pentan-2-ol